C1(C=CC=C1)[Ti](C1=C(C(=CC=C1F)NC(=O)NCCCC)F)(C1=C(C(=CC=C1F)NC(=O)NCCCC)F)C1C=CC=C1 bis(cyclopentadienyl)bis[2,6-difluoro-3-(3-butylureido)phenyl]titanium